OC(C)(C)C1=C(C=C(C=C1)C(F)(F)F)NC1=NC=NC2=CC(=C(C=C12)OC1CCN(CC1)C(C=C)=O)OC 1-(4-((4-((2-(2-hydroxypropan-2-yl)-5-(trifluoromethyl)phenyl)amino)-7-methoxyquinazolin-6-yl)oxy)piperidin-1-yl)prop-2-en-1-one